C(C1=CC=CC=C1)NC1=NC(=NC2=C1N=C(N=C2N2CCS(CC2)(=O)=O)N(CCOC)CCOC)N(CCOC)CCOC 4-(8-(benzylamino)-2,6-bis(bis(2-methoxyethyl)amino)pyrimido[5,4-d]pyrimidin-4-yl)thiomorpholine 1,1-dioxide